C(C)NC(C1=NC=C(C=C1)N1CCN(CC1)CC1=CC=C2C(N(C(NC2=C1)=O)CC)=O)=O N-ethyl-5-(4-((3-ethyl-2,4-dioxo-1,2,3,4-tetrahydroquinazolin-7-yl)methyl)piperazin-1-yl)picolinamide